C(C)C1=C(C=CC(=C1)N1CCN(CC1)CCO)NC1=NC=C(C(=N1)C1=CC2=C(C(N(CCS2(=O)=O)C)=S)S1)C(F)(F)F 7-(2-((2-ethyl-4-(4-(2-hydroxyethyl)piperazin-1-yl)phenyl)amino)-5-(trifluoromethyl)pyrimidin-4-yl)-4-methyl-3,4-dihydrothieno[2,3-f][1,4]thiazepine-5(2H)-thione 1,1-dioxide